C(CCCCCCCCCCC)(=O)[O-].C(CCCCCCCCCCC)(=O)[O-].C(CCCCCCCCCCC)(=O)[O-].C(C)C(C[Sn+3])CCCC 2-ethylhexyltin trilaurate